CN1C2(CC2)CN(CC1)C1=NC2=C(N1C(=O)NCCCC1=CC=CC=C1)C=CC=C2 (4-Methyl-4,7-diazaspiro[2.5]octan-7-yl)-N-(3-phenylpropyl)-1H-benzo[d]imidazole-1-carboxamide